2-(3-fluoropyridin-2-yl)-2-methyl-Propan-1-ol FC=1C(=NC=CC1)C(CO)(C)C